S(=O)(=O)(OCCCCCCCCCCCCCC)[O-].[Na+] sodium laurylethyl sulfate